N-[6-(difluoromethyl)-2-pyridinyl]-8-ethoxy-2-tetrahydropyran-4-yl-imidazo[1,2-a]pyrazine-6-carboxamide FC(C1=CC=CC(=N1)NC(=O)C=1N=C(C=2N(C1)C=C(N2)C2CCOCC2)OCC)F